C1(=CC=CC=C1)[B-](C1=CC=CC=C1)(C1=CC=CC=C1)C1=CC=CC=C1.CN1CCOCC1 N-methylmorpholine tetraphenylborate salt